2-(cyanomethyl)benzo[d]thiazole-6-carboxylic acid C(#N)CC=1SC2=C(N1)C=CC(=C2)C(=O)O